[Br-].BrCCCC1=C(C=CC=C1)P(C1=CC=CC=C1)C1=CC=CC=C1 (3-bromopropyl)-triphenylphosphine bromide